C(C)C=1N=C2N(C=C(C=C2)N2CC(C2)NC(CN2CC(C2)O)=O)C1N(C)C=1SC=C(N1)C1=CC=C(C=C1)F N-(1-(2-ethyl-3-((4-(4-fluorophenyl)thiazol-2-yl)(methyl)amino)imidazo[1,2-a]pyridin-6-yl)azetidin-3-yl)-2-(3-hydroxyazetidin-1-yl)acetamide